N-(4-(1H-indol-4-yl)benzyl)-2-ethynyl-thiazole-4-carboxamide N1C=CC2=C(C=CC=C12)C1=CC=C(CNC(=O)C=2N=C(SC2)C#C)C=C1